FC(C(=O)N[C@H]1[C@@H](C2=CC=CC=C2C1)NC(OC(C)(C)C)=O)(F)F tert-butyl ((1R,2R)-2-(2,2,2-trifluoroacetamido)-2,3-dihydro-1H-inden-1-yl)carbamate